BrC1=C(N)C=CC(=C1)C(C)(C)C 2-bromo-4-(tert-butyl)aniline